CC1=CC=CC=C1 p-toluene